2-(6-Chloro-4-methoxy-1H-indole-2-carbonyl)-N-[(1S)-1-cyano-2-[(3S)-2-oxo-3-piperidyl]ethyl]-2-azaspiro[4.5]decane-3-carboxamide ClC1=CC(=C2C=C(NC2=C1)C(=O)N1CC2(CC1C(=O)N[C@@H](C[C@H]1C(NCCC1)=O)C#N)CCCCC2)OC